Tert-butyl 7-(5-{2-[1-(2,6-dioxopiperidin-3-yl)-3-methyl-2-oxo-1,3-benzodiazol-5-yl]ethynyl}pyrimidin-2-yl)-6-oxo-2,7-diazaspiro[4.4]nonane-2-carboxylate O=C1NC(CCC1N1C(N(C2=C1C=CC(=C2)C#CC=2C=NC(=NC2)N2C(C1(CCN(C1)C(=O)OC(C)(C)C)CC2)=O)C)=O)=O